COC(=O)C=1C=2N(C=CC1C=1C=NN(C1C)CC13CC4CC(CC(C1)C4)C3)N=C(N2)N(C(=O)OC(C)(C)C)C(=O)OC(C)(C)C 7-(1-(adamantan-1-ylmethyl)-5-methyl-1H-pyrazol-4-yl)-2-(bis(tert-butoxycarbonyl)amino)-[1,2,4]triazolo[1,5-a]pyridine-8-carboxylic acid methyl ester